4-bromo-5-(cyclobutoxy)-3-methyl-isothiazole BrC=1C(=NSC1OC1CCC1)C